CC1=C(C(=NC=C1)CCCCCCCCCCCC)C dimethyl-dodecyl-pyridine